CCCC[C]1[CH][CH][CH][CH]1.CCCC[C]1[CH][CH][CH][CH]1.CCCC[C]1[CH][CH][CH][CH]1.[Y] tris(n-butylcyclopentadienyl)yttrium(III)